OC=1C=C(C=CC1)C(CC(=O)O)O 3-(3-Hydroxyphenyl)-3-hydroxypropionic acid